BrC(C)C=1C=C(C(N(N1)CC1=CC=C(C=C1)OC)=O)C(F)(F)F 6-(1-Bromoethyl)-2-(4-methoxybenzyl)-4-(trifluoromethyl)pyridazin-3(2H)-one